2'-ethoxy-1,1'-binaphthalene C(C)OC1=C(C2=CC=CC=C2C=C1)C1=CC=CC2=CC=CC=C12